(7-chloro-1H-benzo[d]imidazol-2-yl)(1,6-dimethyl-3-(trifluoromethyl)-5,6-dihydroimidazo[1,5-a]pyrazin-7(8H)-yl)methanone ClC1=CC=CC2=C1NC(=N2)C(=O)N2CC=1N(CC2C)C(=NC1C)C(F)(F)F